C1(=CC=CC=C1)OC(=O)N1C(=C(C2=CC=CC=C12)C(NCCOCCOC)=O)OC(=O)OC1=CC=CC=C1 ((2-(2-methoxyethoxy)ethyl)carbamoyl)-2-((phenoxycarbonyl)oxy)-1H-indole-1-carboxylic acid phenyl ester